C(\C=C/C(=O)O)(=O)O.C(CC)N 1-propylamine maleate